C(C)(C)NSNC isopropylaminothio-methylamine